COC=1C=C(C=CC1)N1CC2(CC1)CCN(CC2)C2=C(C(N(C1=CC=CC=C21)C)=O)C#N 4-[2-(3-methoxyphenyl)-2,8-diazaspiro[4.5]decan-8-yl]-1-methyl-2-oxo-1,2-dihydroquinoline-3-carbonitrile